FC=1C=C(C(=C(C1)CC(=O)OCC)C1CCC(CC1)OC(F)(F)F)C ethyl 2-(5-fluoro-3-methyl-2-((1r,4r)-4-(trifluoromethoxy)-cyclohexyl)phenyl)acetate